((4-chloro-5-((7-methyl-1-oxo-2,5,6,7-tetrahydro-1H-cyclopenta[c]pyridin-4-yl)oxy)bicyclo[4.2.0]octa-1,3,5-trien-2-yl)amino)-2-oxoacetic acid ClC1=CC(=C2CCC2=C1OC=1C2=C(C(NC1)=O)C(CC2)C)NC(C(=O)O)=O